(3'S,5S)-2-(2-ethoxypyridin-3-yl)-3'-ethyl-1'-[3-methoxy-2-(trifluoromethyl)phenyl]-7-[[(2R)-pyrrolidin-2-yl]methyl]spiro[6,8-dihydro-1,7-naphthyridine-5,4'-piperidine] C(C)OC1=NC=CC=C1C1=NC=2CN(C[C@@]3([C@@H](CN(CC3)C3=C(C(=CC=C3)OC)C(F)(F)F)CC)C2C=C1)C[C@@H]1NCCC1